2-(Cis-3-(hydroxymethyl)cyclobutoxy)acetic acid tert-butyl ester C(C)(C)(C)OC(CO[C@@H]1C[C@@H](C1)CO)=O